N-methyl-8-(prop-2-yn-1-ylamino)imidazo[1,2-a]pyridine-6-carboxamide CNC(=O)C=1C=C(C=2N(C1)C=CN2)NCC#C